C(#N)C1=CC(=C(COC2=CC=CC(=N2)C2=CC(=C(CC3=NC4=C(N3CCOC)C=C(C=C4)C(=O)OC)C=C2)NC(=O)OC)C=C1)F Methyl 2-(4-(6-((4-cyano-2-fluorobenzyl)oxy)pyridin-2-yl)-2-((methoxycarbonyl)amino)benzyl)-1-(2-methoxyethyl)-1H-benzo[d]imidazole-6-carboxylate